n-octyl-tri-methyl-siloxysilane C(CCCCCCC)[SiH2]O[Si](C)(C)C